C(C=C)(=O)N1CC(C1)(C(=O)N1CCC(CC1)N1N=CC(=C1)C=1C=C(C=2N(C1)N=CC2C#N)OC)OC 6-(1-(1-(1-acryloyl-3-methoxyazetidine-3-carbonyl)piperidin-4-yl)-1H-pyrazol-4-yl)-4-methoxypyrazolo[1,5-a]pyridine-3-carbonitrile